3β-arachidylamido-7α,12α-dihydroxy-5β-cholan-24-oic acid C(CCCCCCCCCCCCCCCCCCC)(=O)N[C@@H]1C[C@H]2C[C@H]([C@H]3[C@@H]4CC[C@H]([C@@H](CCC(=O)O)C)[C@]4([C@H](C[C@@H]3[C@]2(CC1)C)O)C)O